C(#N)C=1C=C(C=CC1F)NC(=O)N1CCCC1 [(3-Cyano-4-fluorophenyl)carbamoyl]pyrrolidin